ethyl 3-[3-amino-4-(methylsulfanyl)phenyl]-2-methylpropanoate NC=1C=C(C=CC1SC)CC(C(=O)OCC)C